(R)-N-((1S,2R)-1-(4-bromo-2-fluorophenyl)-2-fluoro-3-(2,4,6-trioxo-1-(tetrahydro-2H-pyran-4-yl)hexahydropyrimidin-5-yl)propyl)-2-methylpropane-2-sulfinamide BrC1=CC(=C(C=C1)[C@@H]([C@@H](CC1C(NC(N(C1=O)C1CCOCC1)=O)=O)F)N[S@](=O)C(C)(C)C)F